1-[(1-methylcyclobutyl)methyl]-N-(6S)-2-cyclopropyl-4-methyl-5-oxo-7,8-dihydro-6H-pyrazolo[1,5-a][1,3]diazepin-6-yl-1,2,4-triazole-3-carboxamide CC1(CCC1)CN1CC=C2N1CC[C@H](C(N2C)=O)C2=NC(=NN2)C(=O)NC2CC2